ClC=1C=C(C=CC1OCC1CC1)N(C(C#C[Si](C(C)C)(C(C)C)C(C)C)=O)C(C(=O)O)C(C)(C)C 2-(N-(3-chloro-4-(cyclopropylmethoxy)phenyl)-3-(triisopropylsilyl)propiolamido)-3,3-dimethylbutanoic acid